C(C)OC(CN1CCC=CCCC(C2=NN=C(C=3C(=CC(=C1N3)C(F)(F)F)N(C(=O)OC(C)(C)C)C(=O)OC(C)(C)C)O2)(C(F)(F)F)OCC2=CC=CC=C2)=O 2-[6-benzyloxy-17-[bis(t-butoxycarbonyl)amino]-6,15-bis(trifluoromethyl)-19-oxa-3,4,13,18-tetraazatricyclo[12.3.1.12,5]nonadeca-1(18),2,4,9,14,16-hexa-en-13-yl]acetic acid ethyl ester